OC=1C(=NN2C1CN(CCC2)C(=O)OC(C)(C)C)C(=O)OC 5-tert-butyl 2-methyl 3-hydroxy-7,8-dihydro-4H-pyrazolo[1,5-a][1,4]diazepine-2,5(6H)-dicarboxylate